1-(2-(isoxazol-3-ylamino)-2-oxoethyl)-1-(2-((2-(methoxycarbonyl)-4-methylthiophen-3-yl)amino)-2-oxoethyl)-4-(trifluoromethyl)piperidin-1-ium O1N=C(C=C1)NC(C[N+]1(CCC(CC1)C(F)(F)F)CC(=O)NC1=C(SC=C1C)C(=O)OC)=O